ClC1=CC(=C(C=C1F)[C@H](NC([C@@H]1N(CCC1)C(=O)C=1C=NC=C(C1)S(=O)(=O)C)=O)C1CC1)F N-((R)-(4-chloro-2,5-difluorophenyl)(cyclopropyl)methyl)-1-((5-(methylsulfonyl)-3-pyridinyl)carbonyl)-D-prolinamide